(1aS,5aS)-2-(2,4-Difluoro-phenyl)-1a,2,5,5a-tetrahydro-1H-2,3-diaza-cyclopropa[a]pentalene-4-carboxylic acid [(S)-1-(4-fluoro-phenyl)-3-hydroxy-propyl]-amide FC1=CC=C(C=C1)[C@H](CCO)NC(=O)C=1C=2C[C@H]3[C@@H](C2N(N1)C1=C(C=C(C=C1)F)F)C3